C(CCCCCCCCCC(C)C)C(C(=O)O)(CCCC(=O)O)CCCCCCCCCCC(C)C.C(CCCCC(=O)OCCCCCCCCCCC(C)C)(=O)OCCCCCCCCCCC(C)C diisotridecyl adipate (di-i-tridecyl adipate)